C(C)C=1C(=CC=C2C=C(C=C(C12)C1=C(C=2N=C(N=C(C2C=N1)N1C[C@@](CCC1)(O)C)OCC1(CC1)CN1CCNCC1)F)OCOC)F (R)-1-(7-(8-ethyl-7-fluoro-3-(methoxymethoxy)naphthalen-1-yl)-8-fluoro-2-((1-(piperazin-1-ylmethyl)cyclopropyl)methoxy)pyrido[4,3-d]pyrimidin-4-yl)-3-methylpiperidin-3-ol